C(CCCCCCCCC(=O)[O-])(=O)[O-].C(CCCCCCCCC(=O)[O-])(=O)[O-].[Na+].[Na+].[Na+].[Na+] sodium disebacate